C(C)C1=C(NC2=CC(=CC=C12)C=1C=NC(=CC1)N1CCNCC1)C=1C=C(C=2N(C1)N=CN2)C 6-(3-ethyl-6-(6-(piperazin-1-yl)pyridin-3-yl)-1H-indol-2-yl)-8-methyl-[1,2,4]triazolo[1,5-a]pyridine